FC1(C(C2=C(N(C=C2C(F)(F)F)C=2C=C(C#N)C=C(C2)F)C1)O)F 3-(5,5-difluoro-4-hydroxy-3-(trifluoromethyl)-5,6-dihydro-cyclopenta[b]pyrrol-1(4H)-yl)-5-fluorobenzonitrile